nonacosane-5,10-diol CCCCC(CCCCC(CCCCCCCCCCCCCCCCCCC)O)O